4-[1-(2-{3,3-dimethyl-2-oxa-8-azaspiro[4.5]decan-8-yl}-3-fluorophenyl)ethanesulfonyl]-N,N-dimethylbenzene-1-sulfonamide CC1(OCC2(C1)CCN(CC2)C2=C(C=CC=C2F)C(C)S(=O)(=O)C2=CC=C(C=C2)S(=O)(=O)N(C)C)C